ClC=1C=C2CC(CC2=CC1Cl)C(=O)N 5,6-dichloroindane-2-carboxamide